2-chloro-N'-methylbenzimidohydrazide dihydrochloride Cl.Cl.ClC1=C(C(NNC)=N)C=CC=C1